C(C)C1=C(C(=O)NCCCNC(OC(C)(C)C)=O)C=CC(=C1)[N+](=O)[O-] tert-butyl (3-(2-ethyl-4-nitrobenzamido)propyl)carbamate